N-(tert-butoxycarbonyl)-pyrrolidine C(C)(C)(C)OC(=O)N1CCCC1